methyl (S)-2-((5-(2-((4-chloro-2-fluorobenzyl)oxy)pyrimidin-4-yl)-3,4,5,6-tetrahydropyrrolo[3,4-c]pyrrol-2(1H)-yl)methyl)-1-(oxetan-2-ylmethyl)-1H-benzo[d]imidazole-6-carboxylate ClC1=CC(=C(COC2=NC=CC(=N2)N2CC3=C(C2)CN(C3)CC3=NC2=C(N3C[C@H]3OCC3)C=C(C=C2)C(=O)OC)C=C1)F